[4-[7-isopropoxy-6-[[6-(trifluoromethyl)pyridine-2-carbonyl]amino]imidazo[1,2-a]pyridin-2-yl]cyclohexyl]methyl methanesulfonate CS(=O)(=O)OCC1CCC(CC1)C=1N=C2N(C=C(C(=C2)OC(C)C)NC(=O)C2=NC(=CC=C2)C(F)(F)F)C1